[Si].[B].[Zn].[B] boron zinc-boron-silicon